C(C(C)C)(=O)OC=1C(=NC=CC1OC)C(N[C@H](C(=O)N[C@H](C(C1=CC=C(C=C1)OCC)C1=CC=C(C=C1)OCC)C)C(C)C)=O 2-(((S)-1-(((S)-1,1-bis(4-ethoxyphenyl)propan-2-yl)amino)-3-methyl-1-oxobutan-2-yl)carbamoyl)-4-methoxypyridin-3-yl isobutyrate